2-({4-[2-(4-Fluorophenyl)-4-oxo-1,3-thiazolidin-3-yl]-3-methylbenzoyl}oxy)ethyl pyridine-2-carboxylate N1=C(C=CC=C1)C(=O)OCCOC(C1=CC(=C(C=C1)N1C(SCC1=O)C1=CC=C(C=C1)F)C)=O